7,8-dihydro-2H-1,6,9-trioxa-9a-borabenzo[cd]azulene-4-amine O1CC2=C3C(OCCOB13)=CC(=C2)N